FC=1C=C(C=CC1F)N1CC2(CC1)CCN(CC2)C2=C(C(N(C1=CC=CC=C21)C)=O)C#N 4-[2-(3,4-Difluorophenyl)-2,8-diazaspiro[4.5]dec-8-yl]-1-methyl-2-oxo-1,2-dihydroquinoline-3-carbonitrile